1-(9Z-tetradecenoyl)-2-tridecanoyl-glycero-3-phosphocholine CCCCCCCCCCCCC(=O)O[C@H](COC(=O)CCCCCCC/C=C\CCCC)COP(=O)([O-])OCC[N+](C)(C)C